S(C)(=O)(=O)O.COC1=C(CNC2=C3NC=NC3=NC=N2)C=CC=C1 6-(2-methoxybenzylamino)purine mesylate